CC1(CCN(CC1)C=1OC2=C(C=C(C=C2C(C1C)=O)C)C(C)NC1=CC=CC=2C(OB(C21)O)=O)C 7-[1-[2-(4,4-dimethyl-1-piperidyl)-3,6-dimethyl-4-oxo-chromen-8-yl]ethylamino]-1-hydroxy-2,1-benzoxaborol-3-one